S(=O)(=O)([O-])[O-].C(=C)[N+]1=C(NC=C1)CC1=CC=CC=C1.C(=C)[N+]1=C(NC=C1)CC1=CC=CC=C1 vinylbenzylimidazolium sulfate